4-methyl-2-(piperazin-1-yl)thiazole hydrochloride Cl.CC=1N=C(SC1)N1CCNCC1